3,6-dichloro-4-(2-fluoropropane-2-yl)pyridazine tert-butyl-N-[5-[[2-[(2S,5R)-2-(3,4-difluorophenyl)-5-methyl-1-piperidyl]-2-oxo-acetyl]amino]-3-methyl-2-pyridyl]carbamate C(C)(C)(C)OC(NC1=NC=C(C=C1C)NC(C(=O)N1[C@@H](CC[C@H](C1)C)C1=CC(=C(C=C1)F)F)=O)=O.ClC=1N=NC(=CC1C(C)(C)F)Cl